2-[4-(Aminomethyl)-2-azabicyclo[2.2.2]oct-2-yl]-N-(5-cyclopropyl-1H-pyrazol-3-yl)pyrimidin-4-amine NCC12CN(C(CC1)CC2)C2=NC=CC(=N2)NC2=NNC(=C2)C2CC2